COC1=NC2=CC(=CC(=C2N=C1)C=1SC2=C(N1)C(=CC1=C2OCC(O1)CN(C(O)=O)C=1C=NC(=CC1)OC)C)C.O1CC(C1)N1CCOCC1 4-(oxetan-3-yl)morpholine (2-(2-methoxy-7-methylquinoxalin-5-yl)-4-methyl-7,8-dihydro-[1,4]dioxino[2',3':3,4]benzo[1,2-d]thiazol-7-yl)methyl-(6-methoxypyridin-3-yl)carbamate